NC=1C=CC(=C(C1Cl)O)C 5-amino-6-chloro-2-methylphenol